1-(3,5-dimethyl-phenyl)-1H-pyrrole CC=1C=C(C=C(C1)C)N1C=CC=C1